8-(3-Fluorophenyl)-3-methyl-1-(4-(trifluoromethyl)pyrimidin-2-yl)-1,3-dihydro-2H-imidazo[4,5-c]quinolin-2-imine FC=1C=C(C=CC1)C1=CC=2C3=C(C=NC2C=C1)N(C(N3C3=NC=CC(=N3)C(F)(F)F)=N)C